C1(CC1)CNCC1=CC=C(C=C1)C1=C(C(=C(C(=C1F)F)C=1C=C(C2=C(NC(=N2)C)C1)C(=O)O)F)F 6-(4'-(((cyclopropylmethyl)amino)methyl)-2,3,5,6-tetrafluoro-[1,1'-biphenyl]-4-yl)-2-methyl-1H-benzo[d]imidazole-4-carboxylic acid